3,5-Di-tert-butyl-3',5'-dichloro-1,1'-biphenyl C(C)(C)(C)C=1C=C(C=C(C1)C(C)(C)C)C1=CC(=CC(=C1)Cl)Cl